6-bromo-2-cyclopropyl-N-(1,1-dimethylsilacyclohexan-4-yl)-4H-pyrrolo[3,2-d]thiazole-5-carboxamide BrC1=C(NC2=C1N=C(S2)C2CC2)C(=O)NC2CC[Si](CC2)(C)C